ethanediamine phosphate P(=O)(O)(O)O.C(C)(N)N